1-{6-chloro-2-methyl-2H-pyrazolo[3,4-b]pyridin-5-yl}-3-iodo-5-methyl-4-(propan-2-yl)-1H-pyrazole ClC=1C(=CC=2C(N1)=NN(C2)C)N2N=C(C(=C2C)C(C)C)I